2-acetamido-2,6-dideoxy-L-galactose C(C)(=O)N[C@H](C=O)[C@H](O)[C@H](O)[C@@H](O)C